NCC1CC(CC1)SCC1=NC2=C(C=CC=C2C=N1)C 2-(((3-(aminomethyl)cyclopentyl)thio)methyl)-8-methyl-quinazolin